(tributylstannyl)benzo[4,5]imidazo[1,2-a]pyridine C(CCC)[Sn](CCCC)(CCCC)C1=CC=CC=2N1C1=C(N2)C=CC=C1